6-bromohexyl 6,6-bis(((Z)-non-3-en-1-yl)oxy)hexanoate C(C\C=C/CCCCC)OC(CCCCC(=O)OCCCCCCBr)OCC\C=C/CCCCC